C(C)(C)(C)OC(=O)NC=1C=CC=C2C=CC=NC12 8-(tert-butoxycarbonyl)aminoquinoline